C(C)SC1=CC2=C(NC(N2C)=O)C=C1C1=NC2=C(C=NC(=C2)C(F)(F)F)N1C 5-ethylsulfanyl-3-methyl-6-[3-methyl-6-(trifluoromethyl)imidazo[4,5-c]pyridin-2-yl]-1H-benzimidazol-2-one